C1(CC1)NC(=O)[C@H]1CCC2C3CCC=4[C@](CCN(C(C4)=O)C)(C3[C@H](C[C@@]21C)O)C (5aR,6S,7aS,8S)-N-cyclopropyl-6-hydroxy-3,5a,7a-trimethyl-2-oxo-2,3,4,5,5a,5b,6,7,7a,8,9,10,10a,10b,11,12-hexadecahydrocyclopenta[5,6]naphtho[1,2-d]azepine-8-carboxamide